cobalt-tin oxide [Sn]=O.[Co]